3-(sec-butyl)-7-fluoro-4-(3-hydroxy-3-methylazetidine-1-carbonyl)-1,3,4,5-tetrahydro-2H-benzo[1,4]diazepin-2-one C(C)(CC)C1C(NC2=C(CN1C(=O)N1CC(C1)(C)O)C=C(C=C2)F)=O